di-tert-butyl (2S)-2-({[(2S)-6-{[(2S)-2-amino-3-(3,4-dimethoxyphenyl)propanoyl]amino}-1-tert-butoxy-1-oxohexan-2-yl]carbamoyl}amino)pentanedioate N[C@H](C(=O)NCCCC[C@@H](C(=O)OC(C)(C)C)NC(=O)N[C@H](C(=O)OC(C)(C)C)CCC(=O)OC(C)(C)C)CC1=CC(=C(C=C1)OC)OC